COC(=O)C1=C(C=NC=C1)NC[C@@H]1CCOC2=C1C=CC(=C2)OC2=CC=CC=C2 3-({[(4R)-7-phenoxy-3,4-dihydro-2H-1-benzopyran-4-yl]methyl}amino)pyridine-4-carboxylic acid methyl ester